2,5-bis(3-aminophenyl)pyrazine iron-aluminum-lanthanum [La].[Al].[Fe].NC=1C=C(C=CC1)C1=NC=C(N=C1)C1=CC(=CC=C1)N